1-[(2-{2-[bis(2-hydroxyethyl)amino]ethoxy}naphthalen-1-yl)methyl]naphthalen-2-ol OCCN(CCOC1=C(C2=CC=CC=C2C=C1)CC1=C(C=CC2=CC=CC=C12)O)CCO